C(C=C)NC(C=C(C(=O)NCC=C)CC(=O)NCC=C)=O N,N',N''-triallyl-aconitic acid triamide